2-(6-bromo-1-oxo-4-propan-2-ylphthalazin-2-yl)-N-[4-(trifluoromethyl)pyrimidin-2-yl]acetamide BrC=1C=C2C(=NN(C(C2=CC1)=O)CC(=O)NC1=NC=CC(=N1)C(F)(F)F)C(C)C